(4-ethyl-1H-pyrazolo[3,4-d]pyrimidin-6-yl)-1H-benzo[d]imidazol-2(3H)-one C(C)C1=C2C(=NC(=N1)N1C(NC3=C1C=CC=C3)=O)NN=C2